(Z)-2-(1-(4-(benzofuran-2-carbonyl)benzylidene)-5-fluoro-2-methyl-1H-inden-3-yl)acetic acid O1C(=CC2=C1C=CC=C2)C(=O)C2=CC=C(\C=C/1\C(=C(C3=CC(=CC=C13)F)CC(=O)O)C)C=C2